C(CC)Br propylbromide